C(#N)CC1(CN(C1)C=1C=2N(C=CC1)N=C(N2)NC2=CC=C(C(=O)N(CC1CCN(CC1)C1COC1)C)C=C2)N2N=CC(=C2)CC 4-[[8-[3-(cyanomethyl)-3-(4-ethylpyrazol-1-yl)azetidin-1-yl]-[1,2,4]triazolo[1,5-a]pyridin-2-yl]amino]-N-methyl-N-[[1-(oxetan-3-yl)-4-piperidyl]methyl]benzamide